ClC1=NC2=CC=C(C=C2C=C1)CC(=O)O (2-chloroquinolin-6-yl)acetic acid